C1N(CCC2=CC=CC=C12)C[C@H](CN1CCOC2=C(C1=O)C=CC(=C2)C(=O)N2CC(CCC2)F)O 4-[(2R)-3-(3,4-dihydro-1H-isoquinolin-2-yl)-2-hydroxy-propyl]-8-(3-fluoropiperidine-1-carbonyl)-2,3-dihydro-1,4-benzoxazepine-5-one